C(C)(C)(C)OC(=O)N1CCC2(C(C2F)C=O)CC1 E-1-fluoro-2-formyl-6-azaspiro[2.5]octane-6-carboxylic acid tert-butyl ester